C(COCCOCCCC)O 3,6-dioxadecane-1-ol